11-amino-3-cyclopropyl-5-(cyclopropylmethyl)-7-isopropyl-6,7-dihydroisoxazolo[4,3-c]pyrimido[5',4':4,5]pyrrolo[3,2-e]azepin-4(5H)-one NC1=NC=NC2=C1C=1C=3C(C(N(CC1N2C(C)C)CC2CC2)=O)=C(ON3)C3CC3